2-(3,5-dichloro-2-fluoro-4-(2-fluoro-3-(4-fluorophenylmethyl)-4-hydroxybenzyl)phenoxy)acetic acid ethyl ester C(C)OC(COC1=C(C(=C(C(=C1)Cl)CC1=C(C(=C(C=C1)O)CC1=CC=C(C=C1)F)F)Cl)F)=O